6-methyl-5-(4-methyl-1,4-diazacycloheptane-1-carbonyl)-N-(1-methylcyclopropyl)furo[2,3-d]pyrimidin-4-amine CC1=C(C2=C(N=CN=C2NC2(CC2)C)O1)C(=O)N1CCN(CCC1)C